COC=1C=2N(C=CC1)N=CC2C=O 4-methoxypyrazolo[1,5-a]pyridine-3-carbaldehyde